methyl 5-mercaptothiophene-3-carboxylate SC1=CC(=CS1)C(=O)OC